5-(Bromomethyl)-2-chloro-pyridine BrCC=1C=CC(=NC1)Cl